CS(=O)C1=CC=C(C=C1)CC(=O)O 2-(4-(methylsulfinyl)phenyl)acetic Acid